5-({5-[4-(3-Aminopropoxy)-2-methoxypyridin-3-yl]-1H-pyrazole-3-yl}amino)pyrazine-2-carbonitrile NCCCOC1=C(C(=NC=C1)OC)C1=CC(=NN1)NC=1N=CC(=NC1)C#N